O1CCC(CC1)CNC(=O)[C@@H]1CC12CCN(CC2)C(=O)OC(C(F)(F)F)C(F)(F)F 1,1,1,3,3,3-hexafluoro-propan-2-yl (R)-1-(((tetra-hydro-2H-pyran-4-yl)-methyl)carbamoyl)-6-azaspiro[2.5]-octane-6-carboxylate